Azauracil C1=NNC(=O)NC1=O